((S)-1-(4-fluorophenyl)-3,4-dihydroisoquinolin-2(1H)-yl)((R)-4-methylenetetrahydrofuran-2-yl)methanone FC1=CC=C(C=C1)[C@@H]1N(CCC2=CC=CC=C12)C(=O)[C@@H]1OCC(C1)=C